8-bromo-N-[(5-fluoro-2,3-dihydro-1-benzofuran-4-yl)methyl]-[1,2,4]triazolo[4,3-c]pyrimidin-5-amine BrC=1C=2N(C(=NC1)NCC1=C(C=CC3=C1CCO3)F)C=NN2